O=C1N(CC2=C(C=CC=C12)SCC1=CC=C(C=C1)CNC1CC2(C1)CCC2)C2C(NC(CC2)=O)=O 3-(1-oxo-4-((4-((spiro[3.3]heptan-2-ylamino)methyl)benzyl)thio)isoindolin-2-yl)piperidine-2,6-dione